2''-bromo-5''-methyl-2'',3''-dihydrodispiro[[1,3]dioxolane-2,1'-cyclohexane-4',1''-inden]-3''-ol BrC1C2(C3=CC=C(C=C3C1O)C)CCC1(CC2)OCCO1